methyl (S)-5-amino-4-(4-(3-((tert-butoxycarbonyl)(methyl)amino)propoxy)-1-oxoisoindolin-2-yl)-5-oxopentanoate NC([C@H](CCC(=O)OC)N1C(C2=CC=CC(=C2C1)OCCCN(C)C(=O)OC(C)(C)C)=O)=O